N-((1-((2-(3,5-dichlorophenyl)-6-((5-(4-(1-hydroxypropan-2-yl)piperazin-1-yl)pyrazin-2-yl)oxy)pyridin-4-yl)methyl)piperidin-4-yl)methyl)acetamide ClC=1C=C(C=C(C1)Cl)C1=NC(=CC(=C1)CN1CCC(CC1)CNC(C)=O)OC1=NC=C(N=C1)N1CCN(CC1)C(CO)C